ClC1=NC=C(C(=C1)C1=C(C=NC(=C1)C)C(=O)NC=1SC2=C(N1)CN(C2)C(=O)C2=NN(C(=C2)C(C)C)C)OC 2'-chloro-N-(5-(5-isopropyl-1-methyl-1H-pyrazole-3-carbonyl)-5,6-dihydro-4H-pyrrolo[3,4-d]thiazol-2-yl)-5'-methoxy-6-methyl-[4,4'-bipyridine]-3-carboxamide